(R)-benzyl 3-(1-((2,4-dimethoxybenzyl)amino)ethyl)azetidine-1-carboxylate COC1=C(CN[C@H](C)C2CN(C2)C(=O)OCC2=CC=CC=C2)C=CC(=C1)OC